C(C)N(C1=CC=C(CC2C(C(CC(C2)C)CC2=CC=C(C=C2)N(CC)CC)=O)C=C1)CC 2,6-bis(4'-diethylaminobenzyl)-4-methylcyclohexanone